((1S,6R,7S)-3-(3-(7-chloro-2-methylbenzo[d]thiazol-6-yl)-1H-pyrazolo[3,4-b]pyrazin-6-yl)-7-(5-methylisoxazol-3-yl)-3-azabicyclo[4.1.0]heptan-7-yl)methanamine ClC1=C(C=CC=2N=C(SC21)C)C2=NNC1=NC(=CN=C12)N1C[C@@H]2[C@]([C@@H]2CC1)(C1=NOC(=C1)C)CN